1-methyl-5-((R)-3-methylmorpholino)-3-(1-(tetrahydro-2H-pyran-2-yl)-1H-pyrazol-5-yl)-1H-pyrazolo[4,3-b]Pyridin-7-yl trifluoromethanesulfonate FC(S(=O)(=O)OC1=C2C(=NC(=C1)N1[C@@H](COCC1)C)C(=NN2C)C2=CC=NN2C2OCCCC2)(F)F